O=C1NC=2C=CC(=NC2C=C1C#N)C#N 6-oxo-5,6-dihydro-1,5-naphthyridine-2,7-dicarbonitrile